4-[3-chloro-5-(2,6-difluorophenyl)-1-[(4-methoxyphenyl)methyl]-6H-pyrazolo[4,3-d][1,3]benzodiazepin-9-yl]morpholine ClC1=NN(C2=C1N=C(NC1=C2C=C(C=C1)N1CCOCC1)C1=C(C=CC=C1F)F)CC1=CC=C(C=C1)OC